(S)-5-(1-(1,1-difluoropropan-2-yl)-1H-benzo[d][1,2,3]triazol-6-yl)-6-fluoro-4-methoxy-N-(1-(oxetan-3-yl)piperidin-4-yl)pyrrolo[2,1-f][1,2,4]triazin-2-amine FC([C@H](C)N1N=NC2=C1C=C(C=C2)C=2C(=CN1N=C(N=C(C12)OC)NC1CCN(CC1)C1COC1)F)F